2-Fluoro-5-((4-oxo-7-(prop-1-ynyl)-3,4-dihydrophthalazin-1-yl)methyl)-N-(1-(5-(trifluoromethyl)-1,3,4-oxadiazol-2-yl)ethyl)benzamide FC1=C(C(=O)NC(C)C=2OC(=NN2)C(F)(F)F)C=C(C=C1)CC1=NNC(C2=CC=C(C=C12)C#CC)=O